tris(2,4-ditert-butylphenyl)phosphite C(C)(C)(C)C1=C(C=CC(=C1)C(C)(C)C)OP(OC1=C(C=C(C=C1)C(C)(C)C)C(C)(C)C)OC1=C(C=C(C=C1)C(C)(C)C)C(C)(C)C